O=C1NC(CCC1N1C(C2=CC=CC(=C2C1=O)NCC=1C=NN(C1)C)=O)=O 2-(2,6-dioxopiperidin-3-yl)-4-(((1-methyl-1H-pyrazol-4-yl)methyl)amino)isoindoline-1,3-dione